OC1=C(C=CC(=C1)C(F)(F)F)C1=C(N=C(N=N1)N[C@H]1C[C@H](CC1)C(=O)OC)C methyl (1S,3R)-3-({6-[2-hydroxy-4-(trifluoromethyl)phenyl]-5-methyl-1,2,4-triazin-3-yl}amino)cyclopentane-1-carboxylate